((2-(4-(4-chloro-2-fluorophenyl)piperidin-1-yl)phenyl)sulfonyl)-N,N-dimethylbenzenesulfonamide ClC1=CC(=C(C=C1)C1CCN(CC1)C1=C(C=CC=C1)S(=O)(=O)C1=C(C=CC=C1)S(=O)(=O)N(C)C)F